C1(=CC=CC2=CC=CC=C12)C(C#CC1=CC=CC=C1)=O 1-(naphthalen-1-yl)-3-phenylpropan-2-yn-1-one